2-Amino-1-(3-methoxy-2,6-dimethylphenyl)-6-methyl-5-(morpholin-4-yl)-1H-pyrrolo[2,3-b]pyridine-3-carbonitrile NC1=C(C=2C(=NC(=C(C2)N2CCOCC2)C)N1C1=C(C(=CC=C1C)OC)C)C#N